COC(C1CCN(CC1)C1=CC2=C(NC=N2)C=C1)OC 5-[4-(dimethoxymethyl)-1-piperidyl]-1H-benzimidazole